ClC1=CC2=C(NC(=N2)C2=NC=CC=C2)C=C1 5-chloro-2-(pyridin-2-yl)-1H-benzo[d]imidazole